COC(=O)C1=CC=C(C=C1)[C@@H]1N([C@H](CC2=C1NC1=CC=CC=C21)C(=O)OC)S(=O)(=O)C2=C(C(=C(C(=C2F)F)F)F)F methyl (1S,3R)-1-(4-(methoxycarbonyl)phenyl)-2-((perfluorophenyl)sulfonyl)-2,3,4,9-tetrahydro-1H-pyrido[3,4-b]indole-3-carboxylate